3-(benzylsulfamoyl)benzoate C(C1=CC=CC=C1)NS(=O)(=O)C=1C=C(C(=O)[O-])C=CC1